((2R,3S,4R,5R)-5-(4-((3-ethynylphenyl)amino)-3-iodo-1H-pyrazolo[3,4-d]pyrimidin-1-yl)-3,4-dihydroxytetrahydrofuran-2-yl)methyl (tert-butoxycarbonyl)sulfamate C(C)(C)(C)OC(=O)NS(OC[C@H]1O[C@H]([C@@H]([C@@H]1O)O)N1N=C(C=2C1=NC=NC2NC2=CC(=CC=C2)C#C)I)(=O)=O